OC1=C(C(=O)NC2=CC(=CC=C2)C(=O)N2CCOCC2)C=CC=C1 2-hydroxy-N-(3-(morpholine-4-carbonyl)phenyl)benzamide